BrC1=CC=C(C=C1)C=1C=2N(C(=CC1)C1=CC=CC=C1)C1=C(N2)C=CC=C1 4-(p-bromophenyl)-1-phenylbenzo[4,5]imidazo[1,2-a]pyridine